Methyl 5-({[1-(3-chloro-4-fluorophenyl) cyclopropyl]carbonyl}amino)-2-(1-cyclobutyl-1H-pyrazol-4-yl)benzoate ClC=1C=C(C=CC1F)C1(CC1)C(=O)NC=1C=CC(=C(C(=O)OC)C1)C=1C=NN(C1)C1CCC1